BrC1=NC(=CC(=C1O)C1=CC(=C(C=C1)N1C(N(C=C1)C)=O)F)C 1-(4-(2-bromo-3-hydroxy-6-methylpyridin-4-yl)-2-fluorophenyl)-3-methyl-1,3-dihydro-2H-imidazol-2-one